4-chloro-6-[(1S)-1-[(2S)-1-methylpyrrolidin-2-yl]ethoxy]-2-[3-(2-phenylpropan-2-yl)-1,2,4-oxadiazol-5-yl]pyrimidine ClC1=NC(=NC(=C1)O[C@@H](C)[C@H]1N(CCC1)C)C1=NC(=NO1)C(C)(C)C1=CC=CC=C1